6a,7,8,10a-Tetrahydro-6H-benzo[c]chromen-1-ol C=1(C=2C3C(COC2C=CC1)CCC=C3)O